2-[6-(piperidin-4-ylamino)pyridazin-3-yl]-5-(1H-pyrazol-4-yl)phenol N1CCC(CC1)NC1=CC=C(N=N1)C1=C(C=C(C=C1)C=1C=NNC1)O